C(C)(=O)O[C@H]1C[C@@]2(C([C@H]3[C@H]4[C@@H]5CC[C@H]([C@@H](CCCC(C)C)C)[C@]5(CC[C@@H]4[C@]2(CC1)CO3)C)=O)O 3a-acetoxy-5a-hydroxy-7β,19-epoxy-cholestan-6-one